p-azoxyanisole COC1=CC=C(C=C1)N=[N+](C2=CC=C(C=C2)OC)[O-]